C(C)(=O)OC[C@@H]1[C@H]([C@@H]([C@H](O1)CC(=O)O)CC(=O)O)CC(=O)O (2R,3S,4S,5S)-5-(acetoxymethyl)tetrahydrofuran-2,3,4-triacetic acid